NC1=CC2=C(N(C(=N2)C(F)(F)F)C2C(NC(CC2)=O)=O)C=C1 5-amino-N-(2,6-dioxopiperidin-3-yl)-2-(trifluoromethyl)-1H-benzo[d]Imidazole